(R)-3-(3-fluoro-4-((8-methylisoquinolin-1-yl)(piperidin-3-yl)carbamoyl)-phenyl)-3H-[1,2,3]triazolo[4,5-b]pyridine-5-carboxylic acid FC=1C=C(C=CC1C(N([C@H]1CNCCC1)C1=NC=CC2=CC=CC(=C12)C)=O)N1N=NC=2C1=NC(=CC2)C(=O)O